(3-(diisopropylamino)propyl)carbamic acid C(C)(C)N(CCCNC(O)=O)C(C)C